C1(CCCCC1)C(=O)OCCCC butyl cyclohexane-1-carboxylate